FC(C1=NC=CC=C1C=1C=C2CN(CC2=CC1)C(CN1N=C(N=C1)C#N)=O)F 1-(2-(5-(2-(difluoromethyl)pyridin-3-yl)isoindolin-2-yl)-2-oxoethyl)-1H-1,2,4-triazole-3-carbonitrile